Cl.FC1=CC=C(C=C1)[C@@H](O)C1=NC2=CC=CC=C2C(=N1)NC1=NNC(=C1)C |r| racemic-(4-fluorophenyl)(4-((5-methyl-1H-pyrazol-3-yl)amino)quinazolin-2-yl)methanol hydrochloride